[Cu].[Ni].[V] vanadium-nickel-copper